C1(=CC=CC=C1)COC(=O)N1CC(CC1)OS(=O)(=O)C 3-[(methylsulfonyl)oxy]-1-pyrrolidinecarboxylic acid phenylmethyl ester